2-(4-cyclopropyl-6-methoxypyrimidin-5-yl)-4-((6-(1-methyl-4-(trifluoromethyl)-1H-imidazol-2-yl)pyridin-3-yl)methyl)-6,7-dihydropyrazolo[1,5-a]pyrimidin C1(CC1)C1=NC=NC(=C1C1=NN2C(N(CCC2)CC=2C=NC(=CC2)C=2N(C=C(N2)C(F)(F)F)C)=C1)OC